CC1=CC(=CC(=N1)C(=O)NC=1SC=C(N1)C)C1=NOC(=N1)C 6-Methyl-4-(5-methyl-1,2,4-oxadiazol-3-yl)-N-(4-methylthiazol-2-yl)picolinamide